5-bromo-2-(1,1-difluoroethyl)pyrimidine BrC=1C=NC(=NC1)C(C)(F)F